(1R,3s,5S)-3-(3-chloro-4-(2-(3,5-dimethyl-1H-pyrazolo[4,3-d]pyrimidin-1-yl)cyclopropyl)-N-methylbenzamido)-8-azabicyclo[3.2.1]octane-8-carboxylic acid tert-butyl ester C(C)(C)(C)OC(=O)N1[C@H]2CC(C[C@@H]1CC2)N(C(C2=CC(=C(C=C2)C2C(C2)N2N=C(C=1N=C(N=CC12)C)C)Cl)=O)C